methyl 4-((5S,6R)-6-((5,7-dimethyl-1H-indol-4-yl)oxy)spiro[2.5]octan-5-yl)benzoate CC=1C(=C2C=CNC2=C(C1)C)O[C@H]1[C@@H](CC2(CC2)CC1)C1=CC=C(C(=O)OC)C=C1